3-(tert-butyl)-N-(4-(6-(3-methoxypyrrolidin-1-yl)pyrrolo[2,1-f][1,2,4]triazin-4-yl)-2-methylbenzyl)-1,2,4-oxadiazole-5-carboxamide C(C)(C)(C)C1=NOC(=N1)C(=O)NCC1=C(C=C(C=C1)C1=NC=NN2C1=CC(=C2)N2CC(CC2)OC)C